S(SC[C@H](CCS(=O)[O-])N)C[C@H](CCS(=O)[O-])N.[Na+].[Na+] sodium (3S,3'S)-4,4'-disulfanediylbis(3-aminobutane-1-sulfinate)